C(C)(C)(C)OC(=O)N([C@H](C[C@@H](O)C=1SC=C(N1)C(=O)OCC)C(C)C)OCCCOCC1=CC=C(C=C1)[N+](=O)[O-] Ethyl 2-((1R,3R)-3-(tert-butoxycarbonyl(3-(4-nitrobenzyloxy)propoxy)amino)-1-hydroxy-4-methylpentyl)thiazole-4-carboxylate